ClC1=CC=2OCC[C@H]3N(C2N=C1)CCNC3 (R)-3-chloro-6,7,7a,8,10,11-hexahydro-9H-pyrazino[1,2-d]pyrido[3,2-b][1,4]oxazepin